ClC1=NC=C(C(=C1)C1=C(C=NC(=C1)C)C(=O)NC=1SC2=C(N1)C=C(C=C2)OC=2N=NN(N2)C(C2=CC=CC=C2)(C2=CC=CC=C2)C2=CC=CC=C2)OC 2'-chloro-5'-methoxy-6-methyl-N-(5-{[2-(triphenylmethyl)-2H-1,2,3,4-tetrazol-5-yl]oxy}-1,3-benzothiazol-2-yl)-[4,4'-bipyridine]-3-carboxamide